(3-(Dimethylamino)azetidin-1-yl)-N-(2-phenoxyethyl)-1H-benzo[d]imidazole-1-carboxamide CN(C1CN(C1)C1=NC2=C(N1C(=O)NCCOC1=CC=CC=C1)C=CC=C2)C